N1(C=NC=C1)C1=C(C=CC=C1)CNC1=NC(=NC=2N1N=CC2C(C)C)OC2CCN(CC2)C N-[(2-imidazol-1-ylphenyl)methyl]-2-(1-methylpiperidin-4-yl)oxy-8-propan-2-ylpyrazolo[1,5-a][1,3,5]triazin-4-amine